ClC=1C(=CC2=C(N=CN=C2N[C@H](C)C2=C(C(=CC=C2)C(F)(F)F)F)N1)N1CCS(CC1)(=O)=O (R)-4-(7-chloro-4-((1-(2-fluoro-3-(trifluoromethyl)phenyl)ethyl)amino)pyrido[2,3-d]pyrimidin-6-yl)thiomorpholine 1,1-dioxide